ClC=1C(=C(CN2[C@@H](C[C@@](CC2)(C(=O)O)CC2=NC(=NC(=C2F)C(C)C)NC2=NNC(=C2)C)CC)C=CC1)F (2R,4R)-1-(3-chloro-2-fluorobenzyl)-2-ethyl-4-((5-fluoro-6-iso-propyl-2-((5-methyl-1H-pyrazol-3-yl)amino)pyrimidin-4-yl)methyl)-piperidine-4-carboxylic acid